[Si](C)(C)(C(C)(C)C)OC1(C(C2=CC=CC=C2C1)=O)CC1CCNCC1 (tert-butyldimethylsilyloxy)-2-(piperidin-4-ylmethyl)-2,3-dihydro-1H-inden-1-one